C1(CC1)NS(=O)(=O)C1=CC=C(C=C1)[C@H](CO)NC(C1=CC=C(C=C1)N1[C@@H](C[C@@H](C1)OC1=CC=C(C=C1)C(F)(F)F)COC(F)F)=O N-((R)-1-(4-((N-cyclopropylamino)sulfonyl)phenyl)-2-hydroxyethyl)-4-((2S,4S)-2-((difluoromethoxy)methyl)-4-(4-(trifluoromethyl)phenoxy)pyrrolidin-1-yl)benzamide